C(CCC)OCNC(C=C)=O N-(butoxymethyl)-acrylamide